methyl octadecanoate (stearate) C(CCCCCCCCCCCCCCCCC)(=O)O.C(CCCCCCCCCCCCCCCCC)(=O)OC